S1C(=CC=2C=NC=CC21)N thieno[3,2-c]Pyridin-2-amine